6-(2-allyl-6-(methylsulfonyl)-3-oxo-2,3-dihydro-1H-pyrazolo[3,4-d]pyrimidin-1-yl)pyridine-2-sulfonamide C(C=C)N1N(C2=NC(=NC=C2C1=O)S(=O)(=O)C)C1=CC=CC(=N1)S(=O)(=O)N